2-methoxy-6-(propan-2-yloxy)benzene COC1=CC(=CC=C1)OC(C)C